4-((4-(3-(2,4-dioxotetrahydropyrimidin-1(2H)-yl)benzyl)piperazin-1-yl)methyl)-N-(4-methyl-3-((4-(pyridin-3-yl)pyrimidin-2-yl)amino)phenyl)benzamide O=C1N(CCC(N1)=O)C=1C=C(CN2CCN(CC2)CC2=CC=C(C(=O)NC3=CC(=C(C=C3)C)NC3=NC=CC(=N3)C=3C=NC=CC3)C=C2)C=CC1